C(CC(=O)C)(=O)NC1=C2C(=NC3=C1C(=C(N3CCC(=O)N(C)C)C)C)CCCCC2 3-(4-(N-acetoacetylamino)-2,3-dimethyl-6,7,8,9-tetrahydrocyclohepta[b]pyrrolo[3,2-e]pyridin-1(5H)-yl)-N,N-dimethylpropionamide